4-[(3-BROMOTHIOPHEN-2-YL)METHOXY]-3-METHOXYBENZALDEHYDE BrC1=C(SC=C1)COC1=C(C=C(C=O)C=C1)OC